N-((1,2,3,5,6,7-hexahydro-s-indacen-4-yl)carbamoyl)-1-(2-(methylamino)ethyl)-1H-pyrazole-4-sulfonimidamide C1CCC2=C(C=3CCCC3C=C12)NC(=O)NS(=O)(=N)C=1C=NN(C1)CCNC